CN1N=C(C2=CC=CC(=C12)C(=O)N1CCC(CC1)C1=NC2=C(N1C(C)C1=NC=CC=C1)C=CC=C2)C2=C(C=CC=C2)C (1-methyl-3-(o-tolyl)-1H-indazol-7-yl)(4-(1-(1-(pyridin-2-yl)ethyl)-1H-benzo[d]imidazol-2-yl)piperidin-1-yl)methanone